ClC1=CC(=C(C2=CC=CC=C12)N1C(C=CC1=O)=O)CC (4-chloro-2-ethylnaphthalen-1-yl)-1H-pyrrole-2,5-dione